7-chloro-6-(ethylsulfonyl)-3-{[4-(4-morpholinyl)-1-piperidinyl]methyl}-N-(1-phenylcyclopropyl)-2-[3-(trifluoromethyl)phenyl]-4-quinolinecarboxamide ClC1=C(C=C2C(=C(C(=NC2=C1)C1=CC(=CC=C1)C(F)(F)F)CN1CCC(CC1)N1CCOCC1)C(=O)NC1(CC1)C1=CC=CC=C1)S(=O)(=O)CC